N1(C=NC2=C1C=CC=C2)C(=O)[O-] 1H-1,3-benzodiazole-1-carboxylate